ONC(\C=C\C1=C(C=CC=C1)N1CCC(CC1)NCC1=C(C=CC=C1)C(F)(F)F)=O (E)-N-hydroxy-3-(2-(4-((2-(trifluoromethyl)benzyl)amino)piperidin-1-yl)phenyl)acrylamide